O1CCOC12CCN(CC2)C=2N=CC(=NC2)N2CC1(C2)CC(C1)C(=O)O 2-(5-(1,4-Dioxa-8-azaspiro[4.5]decan-8-yl)pyrazin-2-yl)-2-azaspiro[3.3]heptane-6-carboxylic acid